CC1=CC2=C([NH+]=CN2)C=C1C 5,6-dimethylbenzimidazolium